CN1CC[C@H]2N(CC[C@@H]21)C2=CC=C(C=C2)C2=NOC(=C2)C2=NNC1=CC(=C(C=C21)F)OCCOC 3-(3-{4-[(Trans)-4-methyl-octahydropyrrolo[3,2-b]pyrrol-1-yl]phenyl}-1,2-oxazol-5-yl)-5-fluoro-6-(2-methoxyethoxy)-1H-indazole